FC1=C(C=C(C=C1)C=1C2=C(N=NC1)N(C=N2)CC)C=2C1=C(N=NC2)N(C=N1)CC 4,4'-(4-Fluoro-1,3-phenylene)bis(7-ethyl-7H-imidazo[4,5-c]pyridazine)